C1(CC1)N1N=C(C=C1C(=O)Cl)C1CC1 1,3-dicyclopropyl-1H-pyrazole-5-carbonyl chloride